N1=C(C=CC=C1)C(=O)[O-].[Ir+3].N1=C(C=CC=C1)C(=O)[O-].N1=C(C=CC=C1)C(=O)[O-] iridium (III) picolate